CC1=C(C=CC(=C1)C1=C(C(=O)[O-])C=CC(=C1)OCCCOC(C=C)=O)C1=C(C(=O)[O-])C=CC(=C1)OCCCOC(C=C)=O 2-methyl-1,4-phenylene-bis(4-(3-(acryloyloxy) propoxy) benzoate)